OC1=CC=C(C=C1)[C@@H]1N(C[C@H](CC1)C)C(C(=O)NC=1C=NC=C(C1)C)=O |r| rac-2-((2R,5S)-2-(4-hydroxyphenyl)-5-methylpiperidin-1-yl)-N-(5-methylpyridin-3-yl)-2-oxoacetamide